BrC1=CC=CC=2N(C(N(C21)C)=O)C2C(N(C(CC2)=O)C)=O 3-(4-Bromo-3-methyl-2-oxo-benzimidazol-1-yl)-1-methyl-piperidine-2,6-dione